Cl.CC=1C=CC=2N(C1)N=CC2C2=C1CNC(C1=C(C=C2)NC=2C=CC1=C(CCNCC1)N2)=O 4-(6-methylpyrazolo[1,5-a]pyridin-3-yl)-7-((6,7,8,9-tetrahydro-5H-pyrido[2,3-d]azepin-2-yl)amino)isoindolin-1-one hydrochloride